4-(3,4-dichlorophenyl)-2-(3-thienyl)imidazole ClC=1C=C(C=CC1Cl)C=1N=C(NC1)C1=CSC=C1